NC1=C2C(=NC=N1)N(N=C2C=2C=C1C(=CNC1=CC2)C)C(C)C=2OC1=CC=CC=C1C(C2C2=CC(=CC=C2)F)=O 2-(1-(4-amino-3-(3-methyl-1H-indol-5-yl)-1H-pyrazolo[3,4-d]pyrimidin-1-yl)ethyl)-3-(3-fluorophenyl)-4H-chromen-4-one